4-[4-(2-hydroxyethyl)piperazin-1-yl]-3-nitro-N-(pyridin-2-ylmethyl)benzenesulfonamide OCCN1CCN(CC1)C1=C(C=C(C=C1)S(=O)(=O)NCC1=NC=CC=C1)[N+](=O)[O-]